(3R)-1-(3-chlorophenyl)-N-(7-cyano-7-azabicyclo[2.2.1]heptan-2-yl)-2-oxo-3-pyrrolidinecarboxamide ClC=1C=C(C=CC1)N1C([C@H](CC1)C(=O)NC1C2CCC(C1)N2C#N)=O